C(C)(C)(C)OC(=O)NC(CC=1SC=C(N1)C(=O)O)(C)C 2-(2-{[(tert-butoxy)carbonyl]amino}-2-methylpropyl)-1,3-thiazole-4-carboxylic acid